N-(3-(5-(2-acetamidopyridin-4-yl)-2-(methylthio)-1H-imidazol-4-yl)phenyl)-2-naphthamide C(C)(=O)NC1=NC=CC(=C1)C1=C(N=C(N1)SC)C=1C=C(C=CC1)NC(=O)C1=CC2=CC=CC=C2C=C1